ClCC1=NC=CC(=C1)NC(OC(C)(C)C)=O tert-butyl (2-(chloromethyl)pyridin-4-yl)carbamate